7-{3-[1-(4,4-Difluorocyclohexyl)-1H-pyrazol-4-yl]-6-methylpyridin-2-yl}-3-methoxycinnolin FC1(CCC(CC1)N1N=CC(=C1)C=1C(=NC(=CC1)C)C1=CC=C2C=C(N=NC2=C1)OC)F